C(C)C12C(C3CC(CC(C1)C3)C2)OC(C=C)=O acrylic acid-ethyl-2-adamantyl ester